CN1S(C2=C(C(=C1C(=O)NC1=NC=CC=C1)O)C=CC=C2)(=O)=O 2-methyl-4-hydroxy-N-(2-pyridyl)-2H-1,2-benzothiazine-3-carboxamide-1,1-dioxide